5-ACETYL-2-PYRIDINECARBOXYLIC ACID C(C)(=O)C=1C=CC(=NC1)C(=O)O